[Al].[Mg].[Ba] Barium-Magnesium-Aluminium